C1(=C(C(=CC(=C1)C)C)S(=O)(=O)ON)C O-mesitylenesulfonyl-hydroxylamine